methyl-4-(trifluoromethyl)pyridin CC1=NC=CC(=C1)C(F)(F)F